1,6-hexanediol dipropionate C(CC)(=O)OCCCCCCOC(CC)=O